ethyl (Z)-3-[(4-methyl-5-oxo-2H-furan-2-yl)oxy]-2-[5-(trifluoromethyl)indol-1-yl]prop-2-enoate CC1=CC(OC1=O)O\C=C(\C(=O)OCC)/N1C=CC2=CC(=CC=C12)C(F)(F)F